3-(4'-bromomethyl-1,1'-biphenyl-2-yl)-1,2,4-oxadiazole BrCC1=CC=C(C=C1)C1=C(C=CC=C1)C1=NOC=N1